C(C)(C)(C)OC(NCC1=CC(=C(C=C1)C)C(NC1(CC1)C1=CC(=CC2=CC=CC=C12)C=1C=NN(C1)C)=O)=O tert-butyl(4-methyl-3-((1-(3-(1-methyl-1H-pyrazol-4-yl)naphthalen-1-yl)cyclopropyl)carbamoyl)benzyl)carbamate